C12CN(CC(CC1)N2)C2=NC(=NC1=C(C(=C(C=C21)Cl)C2=CC=C(C1=C2N=C(S1)N)F)F)OCC1(N(CCC1)C)C 4-(4-(3,8-diazabicyclo[3.2.1]octan-3-yl)-6-chloro-2-((1,2-dimethylpyrrolidin-2-yl)methoxy)-8-fluoroquinazolin-7-yl)-7-fluorobenzo[d]thiazol-2-amine